2,3-dibromobut-2-ene-1,4-diol BrC(CO)=C(CO)Br